C1(CCC1)N1CC=2N=CN=C(C2CC1)OC1=C(C=C(C=C1)NC(=O)C=1C(N(C(N(C1)C(C)C)=O)C1=CC=C(C=C1)F)=O)F N-(4-((7-cyclobutyl-5,6,7,8-tetrahydropyrido[3,4-d]pyrimidin-4-yl)oxy)-3-fluorophenyl)-3-(4-fluoroPhenyl)-1-isopropyl-2,4-dioxo-1,2,3,4-tetrahydropyrimidine-5-carboxamide